C(C1=CC=CC=C1)O[C@@H]1C[C@H](C1)S(=O)(=O)N Trans-3-(benzyloxy)cyclobutane-1-sulfonamide